11-oxo-6,11-dihydro-5H-benzo[b]carbazole-3-carbonitrile O=C1C2=C(CC=3NC4=CC(=CC=C4C13)C#N)C=CC=C2